heptadecan-9-yl 8-((2-hydroxyethyl)(4-((((8-methylnonyl)oxy)carbonyl)oxy)butyl)amino)octanoate OCCN(CCCCCCCC(=O)OC(CCCCCCCC)CCCCCCCC)CCCCOC(=O)OCCCCCCCC(C)C